S(=O)(C1=CC=C(C=C1)N)(=O)[O-].[Zn+2].S(=O)(C1=CC=C(C=C1)N)(=O)[O-] zinc sulfanilate